N1N=CC(=C1)C1=CC=C(C=C1)NC1=NC(=NC=C1)C1=CC=C2C=C(NC2=C1)C(=O)N1CCC1 (6-(4-((4-(1H-pyrazol-4-yl)phenyl)amino)pyrimidin-2-yl)-1H-indol-2-yl)(azetidin-1-yl)methanone